C(C)OC(C1=CN=C(C=C1NC1CCC(CC1)O)Cl)=O 6-chloro-4-(((1s,4s)-4-hydroxycyclohexyl)amino)nicotinic acid ethyl ester